4,4,5,5-tetramethyl-2-(4'-phenyl-[1,1':3',1''-terphenyl]-4-yl)-1,3,2-dioxaborolane CC1(OB(OC1(C)C)C1=CC=C(C=C1)C1=CC(=C(C=C1)C1=CC=CC=C1)C1=CC=CC=C1)C